FC(C=1C=C(C=CC1)CC(CC(=O)OCC)=O)(F)F ethyl 3-trifluoromethylphenylacetoacetate